2,3-DIMETHOXYISONICOTINALDEHYDE COC=1C(=C(C=O)C=CN1)OC